5,10,15,20-tetra(3,5-dicarboxyphenyl)porphyrin C(=O)(O)C=1C=C(C=C(C1)C(=O)O)C=1C2=CC=C(N2)C(=C2C=CC(C(=C3C=CC(=C(C=4C=CC1N4)C4=CC(=CC(=C4)C(=O)O)C(=O)O)N3)C3=CC(=CC(=C3)C(=O)O)C(=O)O)=N2)C2=CC(=CC(=C2)C(=O)O)C(=O)O